COC([C@@H](C(C)C)N=[N+]=[N-])=O (R)-2-azido-3-methylbutanoic acid methyl ester